2-chloro-4-(4-nitrophenoxy)pyrimidine Uranyl Format C(=O)[O-].[U+2](=O)=O.ClC1=NC=CC(=N1)OC1=CC=C(C=C1)[N+](=O)[O-].C(=O)[O-]